N-(1-(2,3-Dioleoyloxy)propyl)-N,N,N-trimethylammonium chloride CCCCCCCC/C=C\CCCCCCCC(=O)OCC(C[N+](C)(C)C)OC(=O)CCCCCCC/C=C\CCCCCCCC.[Cl-]